NN1C(=NC(=C1C(=O)N)C1=CC=C(C=C1)C(NC1=NC=CC(=C1)OC)=O)[C@H]1NCCCC1 (S)-1-amino-4-(4-((4-methoxypyridin-2-yl)carbamoyl)phenyl)-2-(piperidin-2-yl)-1H-imidazole-5-carboxamide